ClC=1C=CC(=NC1)C1(CCNCC1)NS(=O)(=O)C1=CC=C(C=C1)OC(F)(F)F N-(4-(5-chloropyridin-2-yl)piperidin-4-yl)-4-(trifluoromethoxy)benzene-sulfonamide